BrC=1C(=CC=C2C(=CN=CC12)I)C 8-Bromo-4-iodo-7-methyl-isoquinoline